[Cl-].CN1C(=[N+](C=C1)C)C 1,2,3-trimethylimidazolium chloride